C(C)N1CCN(CC1)C1=C(C=C(C=C1)C(=O)N1CCC(CC1)C1=CC=C(C=C1)OC=1N=NC(=CC1)C(F)(F)F)[N+](=O)[O-] (4-(4-ethylpiperazin-1-yl)-3-nitrophenyl)(4-(4-((6-(trifluoromethyl)pyridazin-3-yl)oxy)phenyl)-piperidin-1-yl)methanone